N[C@H]1CN(CC1)C(=O)N (R)-3-aminopyrrolidine-1-carboxamide